C(=O)O.N[C@H]1C[C@H](CC1)NC=1C=2N(N=CC1C(=NC1=C(C=CC(=C1)F)CC)N)C=C(C2)C2=C(C=C(C(=C2)OC)OC)C 4-[[cis-3-aminocyclopentyl]amino]-6-(4,5-dimethoxy-2-methyl-phenyl)-N'-(2-ethyl-5-fluoro-phenyl)pyrrolo[1,2-b]pyridazine-3-carboxamidine formic acid salt